N1=C(C=CC=C1)C=1N=C(C2=C(N1)CCC2)NCC(=O)O [[2-(pyridin-2-yl)-5H,6H,7H-cyclopenta[d]pyrimidin-4-yl]amino]acetic acid